OC(C(C(C#N)(F)F)(F)F)(F)F 4-hydroxyhexafluorobutyronitrile